C1OCCC2=C1C=CC=C2B2OC(C(O2)(C)C)(C)C 2-(3,4-dihydro-1H-2-benzopyran-5-yl)-4,4,5,5-tetramethyl-1,3,2-dioxaborolane